C(#N)C1(CCN(CC1)C(=O)NC=1SC(=C(N1)C1=CC(=CC=C1)C#N)C1=CC(=NC(=C1)C)CO)CO 4-cyano-N-[4-(3-cyanophenyl)-5-[2-(hydroxymethyl)-6-methyl-4-pyridinyl]thiazol-2-yl]-4-(hydroxymethyl)piperidine-1-carboxamide